(2S,4S)-N-{3-[2-(3,4-difluorophenoxy)acetamido]bicyclo[1.1.1]pent-1-yl}-6,7-difluoro-4-hydroxy-3,4-dihydro-2H-1-benzopyran-2-carboxamide FC=1C=C(OCC(=O)NC23CC(C2)(C3)NC(=O)[C@H]3OC2=C([C@H](C3)O)C=C(C(=C2)F)F)C=CC1F